tert-butyl 3-(3-((N-(tert-butoxycarbonyl)sulfamoyl)(methyl)amino)propyl)azetidine-1-carboxylate C(C)(C)(C)OC(=O)NS(=O)(=O)N(CCCC1CN(C1)C(=O)OC(C)(C)C)C